C(C1=CC=CC=C1)OC=1C=C(C=CC1)C1=NN=C2C=3N=CN(C3N=CN21)[C@@H]2O[C@@H]([C@H]([C@H]2O)O)CO (2R,3R,4S,5R)-2-{3-[3-(benzyloxy)phenyl]-7H-[1,2,4]triazolo[3,4-i]purin-7-yl}-5-(hydroxymethyl)tetrahydrofuran-3,4-diol